FC(C1(CC1)CN[C@@H]1CCC=2C=C(C(=C(C2C1)F)N1CC(NS1(=O)=O)=O)O)F 5-[(7R)-7-({[1-(difluoromethyl)cyclopropyl]methyl}amino)-1-fluoro-3-hydroxy-5,6,7,8-tetrahydronaphthalen-2-yl]-1λ6,2,5-thiadiazolidine-1,1,3-trione